OC1=C(C=CC(=C1)OC)NC(C)=O N-(2-hydroxy-4-methoxyphenyl)acetamide